[Si](C)(C)(C(C)(C)C)OCC1=C(OC=2C=CC(=NC2)C(C(=O)N)C)C=CC(=C1)F (5-(2-(((tert-butyldimethylsilyl)oxy)methyl)-4-fluorophenoxy)pyridin-2-yl)propanamide